1-((1H-indazol-7-yl)methyl)-5-(methylcarbamoyl)-6-oxo-1,6-dihydropyridine-3-carboxylic acid methyl ester COC(=O)C1=CN(C(C(=C1)C(NC)=O)=O)CC=1C=CC=C2C=NNC12